NC=1C=C(C=CC1OO)C(C)(C)C1=CC(=C(C=C1)OO)N 2,2-bis(3-amino-4-hydroxyloxyphenyl)propane